N-((1S,2S)-2-hydroxycyclohexyl)-6-(1-methyl-1H-pyrazol-3-yl)-4-(4-(1-methyl-1H-pyrazol-3-yl)benzyl)picolinamide O[C@@H]1[C@H](CCCC1)NC(C1=NC(=CC(=C1)CC1=CC=C(C=C1)C1=NN(C=C1)C)C1=NN(C=C1)C)=O